3-(2-fluorophenyl)-4-methyl-1H-pyrazol-5-amine FC1=C(C=CC=C1)C1=NNC(=C1C)N